7-(5-(5-(piperazin-1-yl)-1,3,4-thiadiazol-2-yl)-4-((tetrahydro-2H-pyran-4-yl)amino)pyridin-2-yl)pyrrolo[1,2-b]pyridazine-3-carbonitrile N1(CCNCC1)C1=NN=C(S1)C=1C(=CC(=NC1)C1=CC=C2N1N=CC(=C2)C#N)NC2CCOCC2